N-(3,4-Dichlorophenyl)-6-oxo-3,4,6,7-tetrahydro-2,7-naphthyridine ClC=1C=C(C=CC1Cl)N1CC2=CNC(C=C2CC1)=O